tert-Butyl 3-(2-(2-((2-(2,6-dioxopiperidin-3-yl)-1-oxoisoindolin-4-yl)amino)ethoxy) ethoxy)propanoate O=C1NC(CCC1N1C(C2=CC=CC(=C2C1)NCCOCCOCCC(=O)OC(C)(C)C)=O)=O